BrC=1C=C(C(=NC1)C=1C=NC=2N(C1)N=C(C2)C(F)(F)F)SCC 6-(5-bromo-3-(ethylthio)pyridin-2-yl)-2-(trifluoromethyl)pyrazolo[1,5-a]pyrimidine